N-(adamantan-2-yl)-N'-hexyl-ethane-1,2-diamine Dihydrochloride Cl.Cl.C12C(C3CC(CC(C1)C3)C2)NCCNCCCCCC